O=C1N(C(CCC1N1C(C2=CC=C(C=C2C1)O[C@@H]1CNCC[C@H]1NC(OC(C)(C)C)=O)=O)=O)COCC[Si](C)(C)C tert-Butyl (trans-3-((2-(2,6-dioxo-1-((2-(trimethylsilyl)ethoxy)methyl)piperidin-3-yl)-1-oxoisoindolin-5-yl)oxy)piperidin-4-yl)carbamate